(E)-2-(but-2-en-1-yl)-4,4,5,5-tetramethyl-1,3,2-dioxaborolane C(\C=C\C)B1OC(C(O1)(C)C)(C)C